(R)-methyl 3-(2-((S)-4-(4-fluorophenyl)-2-methylpiperazin-1-yl) ethyl)-1-oxo-2-oxa-8-azaspiro[4.5]decane-8-carboxylate FC1=CC=C(C=C1)N1C[C@@H](N(CC1)CC[C@@H]1OC(C2(C1)CCN(CC2)C(=O)OC)=O)C